1-neopentyl-N-((5-phenyl-1,3,4-thiadiazol-2-yl)methyl)-1H-1,2,3-triazole-4-carboxamide C(C(C)(C)C)N1N=NC(=C1)C(=O)NCC=1SC(=NN1)C1=CC=CC=C1